5-{1-fluoro-3-hydroxy-7-[(4-methylpentyl)amino]-5,6,7,8-tetrahydronaphthalen-2-yl}-1λ6,2,5-thiadiazolidine-1,1,3-trione FC1=C(C(=CC=2CCC(CC12)NCCCC(C)C)O)N1CC(NS1(=O)=O)=O